3-((2-methoxyphenyl)amino)-4-((pyridin-2-ylmethyl)amino)cyclobut-3-ene-1,2-dione COC1=C(C=CC=C1)NC=1C(C(C1NCC1=NC=CC=C1)=O)=O